FC1=C(C(=CC(=C1)F)F)C(Cl)(Cl)Cl 2,4,6-trifluorobenzotrichloride